perfluoro ethylene decanoate C(CCCCCCCCC)(=O)O.FC(=C(F)F)F